C(CCCCCCCCCCCCCCCCCCC)[C@]1(O)[C@H](O)[C@@H](O)[C@H](O)[C@H](O1)C(=O)O 1-eicosyl-beta-D-glucuronic acid